ClC=1C=C(C=CC1Cl)N1N=C(C=C1)OC1=CC(=C(C=C1C)N=CN(C)CC)C N'-(4-((1-(3,4-dichlorophenyl)-1H-pyrazol-3-yl)oxy)-2,5-dimethylphenyl)-N-ethyl-N-methylformamidine